8-azido adenosine-5'-triphosphate P(O)(=O)(OP(=O)(O)OP(=O)(O)O)OC[C@@H]1[C@H]([C@H]([C@@H](O1)N1C(=NC=2C(N)=NC=NC12)N=[N+]=[N-])O)O